N,N-diethylpyridinamide C(C)N(C(=O)C1=NC=CC=C1)CC